ClC1=C(C=C(C=C1)F)C1(NC(C2=C1C(=CC1=CN(N=C21)CC)NC(C2=CC(=CC(=C2)C(F)(F)F)F)=O)=O)O N-(6-(2-chloro-5-fluorophenyl)-2-ethyl-6-hydroxy-8-oxo-2,6,7,8-tetrahydropyrrolo[3,4-g]indazol-5-yl)-3-fluoro-5-(trifluoromethyl)benzamide